N-methoxy-N-methyl-4-(trifluoromethyl)thiophene-2-carboxamide CON(C(=O)C=1SC=C(C1)C(F)(F)F)C